COC(C1=C(C=C(C=C1)NC1(CCC1)C#N)F)=O 4-((1-cyanocyclobutyl)amino)-2-fluorobenzoic acid methyl ester